C(C(C)C)(=O)OC=1C(=NC=CC1OC)C(N[C@@H](C)C1=NN(C(=N1)C1=CC(=CC(=C1)C)C)C)=O (S)-2-((1-(5-(3,5-dimethylphenyl)-1-methyl-1,2,4-triazol-3-yl)ethyl)carbamoyl)-4-methoxypyridin-3-yl isobutyrate